FC1=C(CC2=NC3=C(N2C[C@H]2OCC2)C=C(C=C3F)C(=O)O)C=C(C(=C1)C1=NC(=CC=C1)OCC=1SC(=CN1)C=1C=NN(C1)C)F (S)-2-(2,5-difluoro-4-(6-((5-(1-methyl-1H-pyrazol-4-yl)thiazol-2-yl)methoxy)pyridin-2-yl)benzyl)-4-fluoro-1-(oxetan-2-ylmethyl)-1H-benzo[d]imidazole-6-carboxylic acid